Fluoro-N-((1-methyl-1H-pyrazol-4-yl)methyl)-4'-oxo-3',4'-dihydro-1'H-spiro[piperidine-4,2'-quinoline]-1-carboxamide FN1C2(CC(C3=CC=CC=C13)=O)CCN(CC2)C(=O)NCC=2C=NN(C2)C